carboxybenzene sodium salt [Na+].C(=O)([O-])C1=CC=CC=C1